ClC=1C=C2C(=NC1OC)C(=C(N2C)C2=NC(=NN2)N2C(CCC2)=O)N2C=NC=C2 1-(5-(6-chloro-3-(1H-imidazol-1-yl)-5-methoxy-1-methyl-1H-pyrrolo[3,2-b]pyridin-2-yl)-1H-1,2,4-triazol-3-yl)pyrrolidin-2-one